O[C@@]1(CC[C@@]2([C@H]3CC[C@@]4([C@H](CC[C@H]4[C@@H]3CC=C2C1)[C@@H](CCC(=O)O)C)C)C)C1=CC=C(C=C1)C1=CC=CC=C1 (4R)-4-[(3R,8S,9S,10R,13R,14S,17R)-3-hydroxy-10,13-dimethyl-3-(4-phenylphenyl)-1,2,4,7,8,9,11,12,14,15,16,17-dodecahydrocyclopenta[a]phenanthren-17-yl]pentanoic acid